5-fluoro-N-(3-fluoro-4-(4-(4-methylpiperidin-1-yl)piperazin-1-yl)phenyl)-4-(1-(1-butylpiperidin-4-yl)-1H-pyrazol-4-yl)pyrimidin-2-amine FC=1C(=NC(=NC1)NC1=CC(=C(C=C1)N1CCN(CC1)N1CCC(CC1)C)F)C=1C=NN(C1)C1CCN(CC1)CCCC